[Na].C(CCCCCCCCCCCCCCCCC)(=O)OC[C@@H](OC(CCCCCCCCCCCCCCCCC)=O)COP(=O)(O)OCCN 1,2-distearoyl-sn-glycero-3-phosphorylethanolamine sodium salt